2-((4-fluorobenzyl)oxy)-5-methylbenzaldehyde FC1=CC=C(COC2=C(C=O)C=C(C=C2)C)C=C1